tert-butyl (cyclobutylmethyl)((3R)-1-(2-oxo-1-(1-oxo-1-((5-(pyrrolidin-1-yl)pyridin-3-yl)amino)propan-2-yl)-1,2-dihydropyridin-4-yl)piperidin-3-yl)carbamate C1(CCC1)CN(C(OC(C)(C)C)=O)[C@H]1CN(CCC1)C1=CC(N(C=C1)C(C(NC=1C=NC=C(C1)N1CCCC1)=O)C)=O